[Na+].NCCC(C)(S(=O)(=O)[O-])N aminoethyl-aminoethane-sulfonate sodium salt